(2-(di-o-tolylmethylene)-6-methoxy-2,3-dihydrobenzofuran-3-yl)diphenyl-phosphine oxide C1(=C(C=CC=C1)C(=C1OC2=C(C1P(C1=CC=CC=C1)(C1=CC=CC=C1)=O)C=CC(=C2)OC)C2=C(C=CC=C2)C)C